NC1=CC=C(C=N1)N1C[C@H](CCC1)N(CC1=CC(=NC=C1)OC)CC1=CN2C3=C(C(=C(C=C3C1=O)F)N1CC(C1)O)OCC2C 6-((((S)-1-(6-aminopyridin-3-yl)piperidin-3-yl)((2-methoxypyridin-4-yl)methyl)amino)methyl)-9-fluoro-10-(3-hydroxyazetidin-1-yl)-3-methyl-2H-[1,4]oxazino[2,3,4-ij]quinolin-7(3H)-one